(2R,4S)-N-((S)-1-(((5-cyanothiophen-2-yl)methyl)amino)-1-oxopropan-2-yl)-4-phenylpiperidine-2-carboxamide hydrochloride Salt Cl.C(#N)C1=CC=C(S1)CNC([C@H](C)NC(=O)[C@@H]1NCC[C@@H](C1)C1=CC=CC=C1)=O